5-(2-(4-aminophenyl)-1-cyclobutyl-5-fluoro-1H-indol-6-yl)-4H-1,2,4-triazole-3-carbonitrile NC1=CC=C(C=C1)C=1N(C2=CC(=C(C=C2C1)F)C=1NC(=NN1)C#N)C1CCC1